ClC1=CC=C(CNC=2C(C(C2N(CC2=NC=C(C=C2)C2=NOC(=N2)C(F)(F)F)C)=O)=O)C=C1 3-((4-chlorobenzyl)amino)-4-(methyl((5-(5-(trifluoromethyl)-1,2,4-oxadiazol-3-yl)pyridin-2-yl)methyl)amino)cyclobut-3-ene-1,2-dione